BrC1=CC=C2C(CCN(C2=C1)C)N 7-bromo-1-methyl-1,2,3,4-tetrahydroquinolin-4-amine